The molecule is an organophosphate oxoanion obtained by deprotonation of the phosphate and protonation of the amino group of norbaeocystin; major species at pH 7.3. It is a conjugate base of a norbaeocystin. C1=CC2=C(C(=C1)OP(=O)([O-])[O-])C(=CN2)CC[NH3+]